CC(CC(=O)O[O-])(C)C(C)(C)C 3-methyl-3-tert-butylperoxy-butyrate